benzyl (4-((1R,5S)-3-thia-8-azabicyclo[3.2.1]octan-8-yl)-5-fluoro-2-hydroxyphenyl)carbamate [C@H]12CSC[C@H](CC1)N2C2=CC(=C(C=C2F)NC(OCC2=CC=CC=C2)=O)O